N,N-dimethyl-octadecyl-allyl-ammonium chloride [Cl-].C[N+](C)(CC=C)CCCCCCCCCCCCCCCCCC